3-((3s,5s,7s)-adamantane-1-ylamino)benzo[d]Isothiazole 1,1-dioxide C12(CC3CC(CC(C1)C3)C2)NC2=NS(C3=C2C=CC=C3)(=O)=O